1-(Cyclopropylmethyl)-6-(3,5-difluorophenyl)-3H-imidazo[4,5-b]pyridin C1(CC1)CN1CNC2=NC=C(C=C21)C2=CC(=CC(=C2)F)F